CN(CCCCC1=CC=C(C=C1)C=1OC2=C(C(=CC=C2C(C1)=O)O)OC)C 2-(4-(4-(dimethylamino)butyl)phenyl)-7-hydroxy-8-methoxy-4H-chromen-4-one